FC1=CC=C(C=C1)[C@@H]1N(CCC2=CC=CC=C12)C(=O)[C@@H]1C[C@H]([C@H](CO1)NC(OC(C)(C)C)=O)O tert-butyl ((3S,4R,6S)-6-((S)-1-(4-fluorophenyl)-1,2,3,4-tetrahydroisoquinoline-2-carbonyl)-4-hydroxytetrahydro-2H-pyran-3-yl)carbamate